N-(6-((5-bromo-2-((5-chloro-2-methoxy-4-(4-(4-methylpiperazin-1-yl)piperidine-1-yl)phenyl)amino)pyrimidin-4-yl)amino)-2,3-dihydrobenzofuran-7-yl)-N-methylmethanesulfonamide BrC=1C(=NC(=NC1)NC1=C(C=C(C(=C1)Cl)N1CCC(CC1)N1CCN(CC1)C)OC)NC1=C(C2=C(CCO2)C=C1)N(S(=O)(=O)C)C